Butyl-carnitine C(CCC)C(O)(C[N+](C)(C)C)CC([O-])=O